2-amino-5,7-dihydro-4H-thieno[2,3-c]thiopyran-3-carboxylic acid ethyl ester C(C)OC(=O)C1=C(SC=2CSCCC21)N